COC1=CC=2N(C(C(=C(N2)C(F)(F)F)C2=CN=C(O2)C2=CC=CC=C2)=O)C=C1 8-methoxy-3-(2-phenyl-1,3-oxazol-5-yl)-2-(trifluoromethyl)-4H-pyrido[1,2-a]pyrimidin-4-one